1,3-dihydroxy-2-(hydroxymethyl)propane-2-yl-carbamic acid tert-butyl ester C(C)(C)(C)OC(NC(CO)(CO)CO)=O